C(C)C1=[N+](C=C(C(=C1)[N+](=O)[O-])OC)[O-] 2-ethyl-5-methoxy-4-nitropyridine 1-oxide